N-((7-(5-(difluoromethyl)-1,3,4-oxadiazol-2-yl)imidazo[1,2-a]pyridin-2-yl)methyl)-N-(3-fluorophenyl)-1-(2-hydroxyacetyl)azetidine-3-carboxamide FC(C1=NN=C(O1)C1=CC=2N(C=C1)C=C(N2)CN(C(=O)C2CN(C2)C(CO)=O)C2=CC(=CC=C2)F)F